((trans)-2-methylcyclopropyl)pyridine-3,5-dicarboxamide C[C@H]1[C@@H](C1)C1=NC=C(C=C1C(=O)N)C(=O)N